FC=1C(=C(C=CC1F)[C@H]1[C@@H](O[C@]([C@H]1C)(C(F)(F)F)C)C(=O)NC=1C=NC(=CC1)[C@@H]1OC(O[C@H]1C)(C)C)OC |o1:8,9,11,12| rel-(2R*,3S*,4S*,5R*)-3-(3,4-difluoro-2-methoxyphenyl)-4,5-dimethyl-5-(trifluoromethyl)-N-(6-((4S,5S)-2,2,5-trimethyl-1,3-dioxolan-4-yl)pyridin-3-yl)tetrahydrofuran-2-carboxamide